1-ethyl-3,3-dimethyl-3H-indol C(C)N1CC(C2=CC=CC=C12)(C)C